C(C1=CC=CC=C1)NC[C@@H]1N(C(OC1)(C)C)C(=O)OC(C)(C)C (S)-tert-butyl 4-((benzylamino)methyl)-2,2-dimethyloxazolidine-3-carboxylate